BrC1=CN=C(C=C1CN[C@@H](CCOC1CC(C1)CCC1=NC=2NCCCC2C=C1)C(=O)O)O N-(5-bromo-2-hydroxyisonicotinyl)-O-((1R,3R)-3-(2-(5,6,7,8-tetrahydro-1,8-naphthyridin-2-yl)ethyl)cyclobutyl)homoserine